CC1=NN(C=C1)C methyl-1-methyl-1H-pyrazol